C(CCCCC)C1=CCC(OC1=O)CCCCCCCCCCC 5-hexyl-2-undecyl-2,3-dihydropyran-6-one